isopropyl-4-methoxy-1H-pyrazole C(C)(C)N1N=CC(=C1)OC